O1COC2=C1C1=C(C=C2)C(=C(C=C1)C=O)C=O benzo-1,3-benzodioxole-6,7-dicarboxaldehyde